tert-butyl (1S)-5-bromo-8-((1-isopropyl-1H-1,2,3-triazol-4-yl) methoxy)-1-((3-methyl-2-oxopyrrolidin-1-yl) methyl)-3,4-dihydroisoquinoline-2(1H)-carboxylate BrC1=C2CCN([C@@H](C2=C(C=C1)OCC=1N=NN(C1)C(C)C)CN1C(C(CC1)C)=O)C(=O)OC(C)(C)C